P1(=O)(OC2C(C=CC=C2C(C)(C)C)(C(C)(C)C)CC2(C(C(=CC=C2)C(C)(C)C)O1)C(C)(C)C)[O-].[Na+] sodium 2,2'-methylene-bis-(2,6-di-tert-butylphenyl) phosphate